CC(C)(C#CC(C)(OOC(C)(C)C)C)OOC(C)(C)C 2,5-dimethyl-2,5-di-(tert-butylperoxy)hex-3-yne